C(C)(C)(C)OC(=O)N1C(CCCC1)OC1CC(C1)CN1C=NC(=C1)I [3-[(4-iodoimidazol-1-yl)methyl]cyclobutoxy]piperidine-1-carboxylic acid tert-butyl ester